C(C=1CC[C@H]([C@@H](C1)C=1C(=CC(=CC1O)O)O)C(=C)C)([2H])([2H])[2H] (1'R,2'R)-5'-(methyl-d3)-2'-(prop-1-en-2-yl)-1',2',3',4'-tetrahydro-[1,1'-biphenyl]-2,4,6-triol